(2S)-N-((1S)-(6,7-difluoro-1-oxo-1,2-dihydroisoquinolin-4-yl)ethyl)-N-methylindoline-2-carboxamide FC=1C=C2C(=CNC(C2=CC1F)=O)CCN(C(=O)[C@H]1NC2=CC=CC=C2C1)C